NC1=CC=C(C=C1)NCCN(CCO)CCO 2-[{2-[(4-aminophenyl)amino]ethyl}(2-hydroxyethyl)amino]-ethanol